CS(=O)(=O)O[C@@H]1[C@H](N(CC1)C1=NC(=CC(=C1C#N)C(F)(F)F)C)C(NC1=C(C=C(C(=C1)Cl)F)F)=O [(2S,3S)-2-[(5-chloro-2,4-difluoro-phenyl)carbamoyl]-1-[3-cyano-6-methyl-4-(trifluoromethyl)-2-pyridyl]pyrrolidin-3-yl] methanesulfonate